FC(C(=O)OCC)(CCC=C)F ethyl 2,2-difluorohex-5-enoate